3-(pyridin-3-yl)propanoate N1=CC(=CC=C1)CCC(=O)[O-]